trichloroethyl-phosphine ClC(CP)(Cl)Cl